C(C)OC(C(OC1=CC=C(C2=C1N=C(O2)N2CC1CCC(C2)N1C(=O)OC(C)(C)C)C=1SC=CN1)(F)F)=O tert-Butyl 3-(4-(2-ethoxy-1,1-difluoro-2-oxoethoxy)-7-(thiazol-2-yl)benzo[d]oxazol-2-yl)-3,8-diazabicyclo[3.2.1]octane-8-carboxylate